(E)-3-(1,3-Benzodioxol-5-yl)-N-(1H-pyrazol-3-yl)-N-(tetrahydrofuran-2-ylmethyl)prop-2-enamid O1COC2=C1C=CC(=C2)/C=C/C(=O)N(CC2OCCC2)C2=NNC=C2